C[C@H]1N([C@@H](C2=CC=C3C(=C2C1)C=NN3)C=3C=CC(=NC3)N3CCC(CC3)C=O)CC(F)(F)F 1-(5-((6S,8R)-8-methyl-7-(2,2,2-trifluoroethyl)-6,7,8,9-tetrahydro-3H-pyrazolo[4,3-f]isoquinolin-6-yl)pyridin-2-yl)piperidine-4-carbaldehyde